FC1=C(OC2=NC=NC3=CC(=C(C=C23)OC)OCCOC)C=CC(=C1)[N+](=O)[O-] 4-(2-fluoro-4-nitrophenoxy)-6-methoxy-7-(2-methoxyethoxy)quinazoline